CN1C(C2=C(C(=C1)C=1C=CC(=NC1)N1CC3(CC1)CCN(CC3)C(=O)OC(C)(C)C)C=CN2S(=O)(=O)C2=CC=C(C)C=C2)=O tert-butyl 2-[5-(6-methyl-7-oxo-1-tosyl-6,7-dihydro-1H-pyrrolo[2,3-c]pyridin-4-yl)pyridin-2-yl]-2,8-diazaspiro[4.5]decane-8-carboxylate